(3-(6-(1-(difluoromethyl)-1H-pyrazol-4-yl)pyrrolo[2,1-f][1,2,4]triazin-4-yl)-3,8-diazabicyclo[3.2.1]octan-8-yl)((1S,2R)-2-fluorocyclopropyl)methanone FC(N1N=CC(=C1)C=1C=C2C(=NC=NN2C1)N1CC2CCC(C1)N2C(=O)[C@H]2[C@@H](C2)F)F